CN(C1CCC2(CCN(CC2)C(CC2=CC=C(C#N)C=C2)=O)CC1)C=1C2=C(N=CN1)NC=C2 4-(2-{9-[Methyl(7H-pyrrolo[2,3-d]pyrimidin-4-yl)amino]-3-azaspiro[5.5]undec-3-yl}-2-oxoethyl)benzonitril